Cl[Si](CC#C)(C)C chlorodimethyl(prop-2-ynyl)silane